2-(1-acryloyl-4-(2-(3-(dimethylamino)azetidin-1-yl)-7-(7-fluoro-2-oxo-3,4-dihydroquinolin-1(2H)-yl)-5,6,7,8-tetrahydroquinazolin-4-yl)piperazin-2-yl)acetonitrile C(C=C)(=O)N1C(CN(CC1)C1=NC(=NC=2CC(CCC12)N1C(CCC2=CC=C(C=C12)F)=O)N1CC(C1)N(C)C)CC#N